CC(C)C(C)(CCCCCCCCCC)O 2-(1-methylethyl)-2-dodecanol